C(#N)C1=C(C=CC(=C1)C)CS(=O)(=O)NC1=C(C(=C(C=C1F)C1=CC2=C(N=C(N=C2)N[C@@H]2CNC[C@@](C2)(C)F)N(C1=O)C(C)C)F)F 1-(2-cyano-4-methylphenyl)-N-(2,3,6-trifluoro-4-(2-(((3S,5S)-5-fluoro-5-methylpiperidin-3-yl)amino)-8-isopropyl-7-oxo-7,8-dihydropyrido[2,3-d]pyrimidin-6-yl)phenyl)methanesulfonamide